C(C(=O)O)(=O)O.FC=1C=CC(=C(C(=O)N(C(C)C)C(C)C)C1)OC1=C(N=CN=N1)N1CC2(CN(C2)C(C(C)C)CCCNCCOC)CC1 5-fluoro-N,N-diisopropyl-2-((5-(2-(6-((2-methoxyethyl)amino)-2-methylhex-3-yl)-2,6-diazaspiro[3.4]oct-6-yl)-1,2,4-triazin-6-yl)oxy)benzamide oxalate